NC=1C2=C(N=CN1)N(C=C2C=2C(=C1CCN(C1=CC2)C(CC2=C(C=CC(=C2)C(F)(F)F)F)=O)F)C2CCN(CC2)C 1-(5-(4-AMINO-7-(1-METHYLPIPERIDIN-4-YL)-7H-PYRROLO[2,3-D]PYRIMIDIN-5-YL)-4-FLUOROINDOLIN-1-YL)-2-(2-FLUORO-5-(TRIFLUOROMETHYL)PHENYL)ETHAN-1-ONE